5-bromo-1-methylindoline-2,3-dione BrC=1C=C2C(C(N(C2=CC1)C)=O)=O